O=C1N(CCC(N1)=O)C1=NN(C2=CC(=CC=C12)N1CCN(CC1)CC(=O)OC(C)(C)C)C tert-butyl 2-[4-[3-(2,4-dioxohexahydropyrimidin-1-yl)-1-methyl-indazol-6-yl]piperazin-1-yl]acetate